(R)-4-((1H-imidazol-2-yl)amino)-N1-(3-amino-2-hydroxypropyl)-3-(2H-tetrazol-5-yl)benzene N1C(=NC=C1)NC1=C(C=CC=C1)C1=NNNN1C[C@@H](CN)O